N,N1-dimethylformamide CN(C=O)C